tert-Butyl (4E)-3,3-difluoro-4-[3-(trimethylsilyl)prop-2-yn-1-ylidene]piperidine-1-carboxylate FC/1(CN(CC\C1=C/C#C[Si](C)(C)C)C(=O)OC(C)(C)C)F